C(C)C=1C=CC=C2C=C(C=C(C12)C1=CC=C2C(=NC(=NC2=C1F)OC[C@]12CCCN2C[C@@H](C1)F)N1CCOC[C@](C1)(O)C)O (S)-4-(7-(8-ethyl-3-hydroxynaphthalen-1-yl)-8-fluoro-2-(((2R,7aS)-2-fluorotetrahydro-1H-pyrrolizin-7a(5H)-yl)methoxy)quinazolin-4-yl)-6-methyl-1,4-oxazepan-6-ol